methyl 2-amino-5-benzyloxybenzoate NC1=C(C(=O)OC)C=C(C=C1)OCC1=CC=CC=C1